methyl 4-[3-(5-chloro-1-methylindole-6-carbonyl)-2,4-dihydro-1,3-benzoxazin-8-yl]-5-fluoro-2-morpholin-4-ylbenzoate ClC=1C=C2C=CN(C2=CC1C(=O)N1COC2=C(C1)C=CC=C2C2=CC(=C(C(=O)OC)C=C2F)N2CCOCC2)C